BrC=1C=C(C=CC1)CS(=O)(=O)NC1=C(C=CC(=C1)C(=O)N1CCC(CC1)C1=CC=C(C=C1)OC=1N=NC(=CC1)C(F)(F)F)N1CCN(CC1)CC 1-(3-bromophenyl)-N-(2-(4-ethylpiperazin-1-yl)-5-(4-(4-((6-(trifluoromethyl)pyridazin-3-yl)oxy)phenyl)piperidine-1-carbonyl)phenyl)methanesulfonamide